FC(C(=O)O)(F)F.C1(CC1)NC1=NC=NC=2N1N=CC2C#N 4-(cyclopropylamino)pyrazolo[1,5-a][1,3,5]triazine-8-carbonitrile monotrifluoroacetate